N-[4-[8-amino-5-methyl-3-(trideuteriomethyl)imidazo[1,5-a]pyrazin-1-yl]-3-fluoro-phenyl]-2-hydroxy-2-(m-tolyl)acetamide 5-hydroxypiperidine-monophosphate P(=O)(O)(O)O.OC1CCCNC1.NC=1C=2N(C(=CN1)C)C(=NC2C2=C(C=C(C=C2)NC(C(C=2C=C(C=CC2)C)O)=O)F)C([2H])([2H])[2H]